9-bromo-7-cyclopropyl-2-(piperidin-1-yl)-4H-pyrido[1,2-a]pyrimidin-4-one BrC1=CC(=CN2C1=NC(=CC2=O)N2CCCCC2)C2CC2